NC1C2=CC=CC=C2CC12CCN(CC2)[C@@]2(C=CC(=CN2)C(=C)C2=NNCC2)C2(COCC2)O (S)-6-(1-amino-1,3-dihydrospiro[indene-2,4'-piperidine]-1'-yl)-3-(1-(6-(3-hydroxyoxolane-3-yl)pyridin-3-yl)vinyl)-1,5-dihydro-4H-pyrazole